C(#N)C(C)(C)NC(=O)C1=NC=CC(=C1)NC(=O)C1=CC2=C(NC(CO2)=O)C=C1 N-[2-[(1-cyano-1-methyl-ethyl)carbamoyl]-4-pyridinyl]-3-oxo-4H-1,4-benzoxazine-7-carboxamide